(3ar,6r,7as)-6-((S)-1-(4-fluorophenyl)-1,2,3,4-tetrahydroisoquinoline-2-carbonyl)-3-methyltetrahydro-4H-pyrano[3,4-d]oxazol-2(3H)-one FC1=CC=C(C=C1)[C@@H]1N(CCC2=CC=CC=C12)C(=O)[C@H]1C[C@H]2[C@H](N(C(O2)=O)C)CO1